COC=1C=C(C=C(C1\N=N\C1=CC(=C(C=C1)[N+](=O)[O-])C)OC)NC(C1=NC=CC=C1)=O (E)-N-(3,5-Dimethoxy-4-((3-methyl-4-nitrophenyl)diazenyl)phenyl)picolinamide